(R)-2-Hydroxy-N-(4-(5-(6-methyl-2-((tetrahydrofuran-3-yl)oxy)pyrimidin-4-yl)-1,3,4-oxadiazol-2-yl)-3-(6-azaspiro[2.5]octan-6-yl)phenyl)ethane-1-sulfonamide OCCS(=O)(=O)NC1=CC(=C(C=C1)C=1OC(=NN1)C1=NC(=NC(=C1)C)O[C@H]1COCC1)N1CCC2(CC2)CC1